2'-methyl-spiro[cyclopentane-1,1'-isoindoline]-3'-one CN1C2(C3=CC=CC=C3C1=O)CCCC2